tert-butyl N-((5-bromo-2,4-difluorophenyl)sulfonyl)-N-methyl-D-leucinate BrC=1C(=CC(=C(C1)S(=O)(=O)N([C@H](CC(C)C)C(=O)OC(C)(C)C)C)F)F